ClC=1C=C(C=CC1)C(CCCO)(O)C1=CSC(=C1)C1OCCO1 1-(3-chlorophenyl)-1-[5-(1,3-dioxolan-2-yl)-3-thienyl]butane-1,4-diol